NC1=NN(C(=N1)N)CC1=C(C=CC=C1)C=C 3,5-diamino-1-(2-vinylbenzyl)-1H-1,2,4-triazole